trispyrrolidinyl-phosphonium chloride hexafluorophosphate salt F[P-](F)(F)(F)(F)F.[Cl-].N1(CCCC1)[PH+](N1CCCC1)N1CCCC1.N1(CCCC1)[PH+](N1CCCC1)N1CCCC1